2-((1-(2-(4,4-dimethylpiperidin-1-yl)-6-methyl-4-oxo-4H-chromen-8-yl)ethyl)amino)-5-methylbenzoic acid CC1(CCN(CC1)C=1OC2=C(C=C(C=C2C(C1)=O)C)C(C)NC1=C(C(=O)O)C=C(C=C1)C)C